xylylene biscarbamate C(N)(OCC=1C(=CC=CC1)COC(N)=O)=O